ONC(C1=CC(=CC=C1)C=1N=NN(C1)CSC1=CC=CC=C1)=O N-hydroxy-3-[1-(phenylthio)methyl-1H-1,2,3-triazol-4-yl]benzamide